NC1=C2C3=C(C=NC2=CC=C1)S(C1=C(C3=O)C=C(C=C1)Cl)(=O)=O amino-10-chloro-12H-benzothiopyrano[2,3-c]Quinolin-12-one 7,7-dioxide